1-(3-nitrophenyl)-N-(1-(tetrahydro-2H-pyran-2-yl)-1H-indazol-5-yl)-1H-indazol-3-amine [N+](=O)([O-])C=1C=C(C=CC1)N1N=C(C2=CC=CC=C12)NC=1C=C2C=NN(C2=CC1)C1OCCCC1